NC1=C(C=NN1C=1C=NC(=CC1C)OC1=C(C=CC=C1F)F)C(=O)C1=CC=2C(=CC=3CCCN(C3C2)C2CCN(CC2)C)N1 (5-amino-1-{6-[(2,6-difluorophenyl)oxy]-4-methylpyridin-3-yl}pyrazol-4-yl)[5-(1-methyl-hexahydropyridin-4-yl)-5,6,7,8-tetrahydro-1H-pyrrolo[2,3-g]quinolin-2-yl]methanone